C(C1CO1)OCCCC=CCO[SiH3] gamma-(2,3-epoxypropoxy)propylvinylmethoxysilane